C(C=C)C=1C(=CC=C2C=CC(N(C12)C)=O)F 8-allyl-7-fluoro-1-methylquinolin-2(1H)-one